(S)-3-((4-((4-ethylphenyl)sulphonamido)isoquinolin-1-yl)(prop-2-yn-1-yl)amino)butanoic acid C(C)C1=CC=C(C=C1)S(=O)(=O)NC1=CN=C(C2=CC=CC=C12)N([C@H](CC(=O)O)C)CC#C